C1(=CC=CC=C1)C1(C2=CC=CC=C2C=2C(=CC=CC12)C=1C(=NC=CC1)B1OC(C(O1)(C)C)(C)C)C1=CC=CC=C1 3-(9,9-diphenyl-9H-fluoren-4-yl)-2-(4,4,5,5-tetramethyl-1,3,2-dioxaborolan-2-yl)pyridine